COC(=O)C1=NC(=C(C(=C1F)NC1CCCCC1)Cl)C1=C(C=C(C=C1)C(F)(F)F)F 4-cyclohexylamino-5-chloro-3-fluoro-6-(2-fluoro-4-trifluoromethylphenyl)-pyridine-2-carboxylic acid methyl ester